C1N(CCC2=CC=CC=C12)[C@@H]1CN(C[C@@H]1O)C1=NC(=CC(=N1)C(=O)C1=NC(=NC(=C1)NC1COC1)N1C[C@H]([C@H](C1)O)N1CC2=CC=CC=C2CC1)NC1COC1 cis-(3-(3,4-dihydroisoquinolin-2(1H)-yl)-4-hydroxypyrrolidin-1-yl)(6-(oxetan-3-ylamino)-pyrimidin-4-yl)ketone